CN1N=C(C=C1C(=O)N)CCC 1-methyl-3-n-propylpyrazole-5-formamide